[Na+].[Na+].[Na+].[Na+].C(=O)([O-])C(N[C@@H](CCC(=O)[O-])C(=O)[O-])C(=O)[O-] N-dicarboxymethyl-glutamic acid tetrasodium salt